ClCCOP(=O)([O-])[O-] 2-chloro-ethylphosphat